OC1=CC=2C(C3=CC=CC(=C3C(C2C=C1)=O)O)=O 2,5-dihydroxyanthraquinone